4-iodo-6-morpholino-pyridin-3-amine IC1=C(C=NC(=C1)N1CCOCC1)N